CC1(CCN(CC1)CC1=CC=C(C=C1)C1=CC=C(C=C1)CC1=CC=C(C=C1)N1N=C(N=C1C)C(=O)N)C 1-(4-((4'-((4,4-dimethylpiperidin-1-yl)methyl)-[1,1'-biphenyl]-4-yl)methyl)phenyl)-5-methyl-1H-1,2,4-triazole-3-carboxamide